IC1=CC=C(C=C1)S(=O)(=O)N1CCN(CC1)C(=O)OC(C)(C)C Tert-butyl 4-(4-iodophenyl)sulfonylpiperazine-1-carboxylate